NC1=NN=C(S1)C1CS(C1)(=O)=O 3-(5-amino-1,3,4-thiadiazol-2-yl)thietane 1,1-dioxide